(2S)-N-(1-cyanocyclopropyl)-2-((1-(8-formyldibenzo[b,d]furan-3-yl)-2,2,2-trifluoroethyl)amino)-4-fluoro-4-methylpentanamide C(#N)C1(CC1)NC([C@H](CC(C)(C)F)NC(C(F)(F)F)C=1C=CC2=C(OC3=C2C=C(C=C3)C=O)C1)=O